N,N'-diphenyl-N,N'-bis-[4-(phenyl-m-tolyl-amino)-phenyl]-biphenyl-4,4'-diamine C1(=CC=CC=C1)N(C1=CC=C(C=C1)C1=CC=C(C=C1)N(C1=CC=C(C=C1)N(C=1C=C(C=CC1)C)C1=CC=CC=C1)C1=CC=CC=C1)C1=CC=C(C=C1)N(C=1C=C(C=CC1)C)C1=CC=CC=C1